propyl 2-((((((1R,2S,5R)-2-carbamoyl-7-oxo-1,6-diazabicyclo[3.2.1]octan-6-yl)oxy)sulfonyl)oxy)methyl)-2-ethylbutanoate C(N)(=O)[C@H]1N2C(N([C@H](CC1)C2)OS(=O)(=O)OCC(C(=O)OCCC)(CC)CC)=O